S(=O)(=O)(O)OCC(C)C 2-methylpropyl hydrogensulfate